C1C(CC1O)O (1s,3s)-cyclobutane-1,3-diol